ethyl 5-(9-chloropyrazolo[5,1-a][2,6]naphthyridin-5-yl)-4-methylpyridinecarboxylate ClC1=NC=C2C=C(N3C(C2=C1)=CC=N3)C=3C(=CC(=NC3)C(=O)OCC)C